1-(3-((2-((2-cyclopropyl-4-((1R,5S)-8-methyl-3,8-diazabicyclo[3.2.1]octan-3-yl)phenyl)amino)-5-(trifluoromethyl)pyrimidin-4-yl)amino)propyl)piperidin-2-one C1(CC1)C1=C(C=CC(=C1)N1C[C@H]2CC[C@@H](C1)N2C)NC2=NC=C(C(=N2)NCCCN2C(CCCC2)=O)C(F)(F)F